N1=C(N=CC(=C1)[C@H]1[C@@H](C1)C1=CN=C2N1C=CC=C2)C2=NC=CC=N2 trans-3-(2-([2,2'-bipyrimidin]-5-yl)cyclopropyl)imidazo[1,2-a]pyridine